ClCC(=O)C=1C=CC2=C(NC3=C(CN2)C=CC=C3)N1 (2-Chloroacetyl)-5,11-dihydro-6H-pyrido[2,3-b][1,4]benzodiazepine